ClC1=C(C=CC=C1)[C@H]1[C@](CN(C1)CC(F)(F)F)(C(=O)N1CC[C@](CCC1)(C(=O)N[C@H](C)\C=C/S(=O)(=O)C)F)C (R)-1-((3R,4R)-4-(2-chlorophenyl)-3-methyl-1-(2,2,2-trifluoroethyl)pyrrolidine-3-carbonyl)-4-fluoro-N-((R,Z)-4-(methylsulfonyl)but-3-en-2-yl)azepane-4-carboxamide